2-(methyl)-4[3H]quinazolinone CC1=NC2=CC=CC=C2C(N1)=O